C1(=CC=CC=C1)C1=CC(=CC(=C1)N(C1=CC2=C(OC3=C2C=CC=C3)C(=C1)Cl)C1=CC=C(C=C1)C(C)(C)C)C1=CC=CC=C1 N-([1,1':3',1''-terphenyl]-5'-yl)-N-(4-(tert-butyl)phenyl)-4-chlorodibenzo[b,d]furan-2-amine